N-ethoxycarbonyl-L-homoserine ethyl ester C(C)OC([C@@H](NC(=O)OCC)CCO)=O